(E)-4-iodobenzaldehyde oxime IC1=CC=C(/C=N/O)C=C1